1-[3-(1-hydroxyethyl)-6-[5-[[6-(trifluoromethyl)pyridazin-3-yl]amino]benzimidazol-1-yl]-2-pyridyl]-5-methyl-pyrazole-3-carbonitrile OC(C)C=1C(=NC(=CC1)N1C=NC2=C1C=CC(=C2)NC=2N=NC(=CC2)C(F)(F)F)N2N=C(C=C2C)C#N